FC1=CC(=CC=2N(C(=NC21)NC(CC2(CC2)C)=O)C2(CCC2)C)C(C)(C)O N-(4-fluoro-6-(2-hydroxypropan-2-yl)-1-(1-methylcyclobutyl)-1H-benzo[d]imidazol-2-yl)-2-(1-methylcyclopropyl)acetamide